CC1(CCOCC1)O 4-methyltetrahydropyran-4-ol